tri-tert-butyl (5S,12S,16S)-1-(9H-fluoren-9-yl)-3,6,14-trioxo-5-[(quinolin-2-yl)methyl]-2-oxa-4,7,13,15-tetraazaoctadecane-12,16,18-tricarboxylate C1=CC=CC=2C3=CC=CC=C3C(C12)COC(N[C@H](C(NCCCC[C@H](NC(N[C@@H](CCC(=O)OC(C)(C)C)C(=O)OC(C)(C)C)=O)C(=O)OC(C)(C)C)=O)CC1=NC2=CC=CC=C2C=C1)=O